ethyl-4-Amino-6'-(bis(4-methoxybenzyl)amino)-3-fluoro-3'-iodo-4'-methyl-[2,2'-bipyridyl]-5-carboxylate C(C)OC(=O)C=1C(=C(C(=NC1)C1=NC(=CC(=C1I)C)N(CC1=CC=C(C=C1)OC)CC1=CC=C(C=C1)OC)F)N